ClC(C(C)=O)(I)Cl dichloroiodoacetone